ClC1=C(C=O)C(=CC=C1)C#N 2-CHLORO-6-CYANOBENZALDEHYDE